C(#C)C1CN(CC1)C(=O)OC(C)(C)C t-butyl 3-ethynylpyrrolidine-1-carboxylate